CC1=NOC(=C1C1=C(C=C(C=C1)[N+](=O)[O-])S(=O)(=O)N)C 2-(3,5-dimethyl-1,2-oxazol-4-yl)-5-nitrobenzenesulfonamide